(S)-2-((((9H-fluoren-9-yl)methoxy)carbonyl)amino)-3-(1-carbamoylpiperidin-4-yl)propanoic acid C1=CC=CC=2C3=CC=CC=C3C(C12)COC(=O)N[C@H](C(=O)O)CC1CCN(CC1)C(N)=O